3-(Trifluoromethyl)benzoyl Chloride FC(C=1C=C(C(=O)Cl)C=CC1)(F)F